S1(C=CC=C1)=O.[K].[K] dipotassium thiophenone